BrC=1C=C2C(=NC1)N=C(N2CC(F)F)C 6-bromo-1-(2,2-difluoroethyl)-2-methylimidazo[4,5-b]pyridine